C(CCCCCCC\C=C/CCCCCCCC)OCCNCCCCCCCCC=CCC=CCCCCC N-(2-(((Z)-Octadeca-9-en-1-yl)oxy)ethyl)octadeca-9,12-dien-1-amine